C(C)(=O)N1CCC(CC1)C1CCC=2N(C1)C=C(N2)C(=O)NC[C@@H](CN2CC1=CC=CC=C1CC2)O 6-(1-acetylpiperidin-4-yl)-N-((S)-3-(3,4-dihydroisoquinolin-2(1H)-yl)-2-hydroxypropyl)-5,6,7,8-tetrahydroimidazo[1,2-a]pyridine-2-carboxamide